ClC1=C(C=C(C=C1)/C(/C(=O)OC)=C/N(C)C)OC methyl (Z)-2-(4-chloro-3-methoxyphenyl)-3-(dimethylamino)acrylate